2-(2,5-dimethyl-1H-pyrrol-1-yl)-7-(4-(1-(1-(4-fluorophenyl)-2,2-dimethylpropyl)-1H-pyrazol-4-yl)pyrimidin-2-yl)-8-methyl-[1,2,4]-triazolo[1,5-a]pyridine CC=1N(C(=CC1)C)C1=NN2C(C(=C(C=C2)C2=NC=CC(=N2)C=2C=NN(C2)C(C(C)(C)C)C2=CC=C(C=C2)F)C)=N1